2,3-dioxazol N1OOC=C1